COC1=C(C=C(C(=C1)C)OC)C1C(C1)N 2-(2,5-Dimethoxy-4-methylphenyl)-cyclopropylamine